CN(C(=O)C1=CC(=C(COC2=CC=CC(=N2)C2CCN(CC2)CC2=NC3=C(N2C[C@H]2OCC2)C=C(C=C3)C(=O)O)C=C1)F)C (S)-2-((4-(6-((4-(dimethyl-carbamoyl)-2-fluorobenzyl)oxy)pyridin-2-yl)piperidin-1-yl)methyl)-1-(oxetan-2-ylmethyl)-1H-Benzo[d]imidazole-6-carboxylic acid